ClC1=NC=C(C(=N1)NCC1=CC=C(C=C1)N1N=C(C=C1C)C(F)(F)F)N 2-chloro-N4-[[4-[5-methyl-3-(trifluoromethyl)pyrazol-1-yl]phenyl]methyl]pyrimidine-4,5-diamine